FC([C@]12N(C=3C(=NN=C(C3)C3=C(C(=CC=C3)F)O)NC1)CCN(C2)C(=O)N2[C@@H](CNC[C@@H]2C)C)F ((S)-6a-(difluoromethyl)-2-(3-fluoro-2-hydroxy-phenyl)-5,6,6a,7,9,10-hexahydro-8H-pyrazino-[1',2':4,5]pyrazino[2,3-c]-pyridazin-8-yl)((2R,6S)-2,6-dimethylpiperazin-1-yl)methanone